2-methyl-2-[5-[(3S)-3-amino-5,5,7-trifluoro-2-oxo-1-[[6-[4-(trifluoromethyl)pyrazol-1-yl]-3-pyridyl]methyl]-3,4-dihydro-1-benzazepin-8-yl]-1,3,4-oxadiazol-2-yl]propanenitrile CC(C#N)(C)C=1OC(=NN1)C1=CC2=C(C(C[C@@H](C(N2CC=2C=NC(=CC2)N2N=CC(=C2)C(F)(F)F)=O)N)(F)F)C=C1F